BrCCCCCCCCCC=C[Mg]Br 11-bromo-1-undecenylmagnesium bromide